3-(3-methoxyisoxazol-5-yl)propionic acid COC1=NOC(=C1)CCC(=O)O